(all-trans)-lycopene CC(C)=CCC/C(C)=C/C=C/C(C)=C/C=C/C(C)=C/C=C/C=C(C)/C=C/C=C(C)/C=C/C=C(\C)CCC=C(C)C